C(=C)C(C(=O)O)CCC vinyl-pentanoic acid